COC=1C=C(CC(COC=2C=CC=C(C2)N(C)C)OC(=O)NCC2=CC=C(C=C2)N(C)C)C=CC1 5-[(3-methoxybenzyl)(4-dimethylaminobenzyl)aminocarbonyloxyethoxy]dimethylaminobenzene